Cl.N1C[C@@H](CC1)CN1CCC2(CC=3N(CC2)C(=NN3)C(F)(F)F)CC1 (R)-1-(pyrrolidin-3-ylmethyl)-3'-(trifluoromethyl)-5',6'-dihydro-8'H-spiro[piperidine-4,7'-[1,2,4]triazolo[4,3-a]pyridine] hydrochloride